ClC1=CC(=C(C=C1)[C@]1(OC(C2=C(O1)C=CC=C2)C2CCN(CC2)CC=2N(C1=C(N2)SC(=C1)C(=O)OCC)C[C@H]1OCC1)C)F ethyl 2-((4-((S)-2-(4-chloro-2-fluorophenyl)-2-methylbenzo[d][1,3]dioxan-4-yl) piperidin-1-yl) methyl)-1-(((S)-oxetan-2-yl) methyl)-1H-thieno[2,3-d]imidazole-5-carboxylate